C(C)(C)(C)OC(=O)N[C@H](C(=O)N[C@H](C(=O)O)C)C (S)-2-((S)-2-((tert-butoxycarbonyl)amino)propanamido)propanoic acid